ClC1=NC=C(C(=N1)NC12CCC(CC1)(CC2)C#N)C(=O)O 2-chloro-4-((4-cyanobicyclo[2.2.2]oct-1-yl)amino)pyrimidine-5-carboxylic acid